8-fluoro-2-(4-(2-hydroxypropan-2-yl)cyclohexyl)quinazoline-6-carbaldehyde FC=1C=C(C=C2C=NC(=NC12)C1CCC(CC1)C(C)(C)O)C=O